trimesic acid tris(z-butylamide) C(CCC)NC(C1=CC(C(=O)NCCCC)=CC(C(=O)NCCCC)=C1)=O